2-(4-(2-(3-aminopyrazin-2-yl)-3-(4-(hydroxymethyl)phenyl)-3H-imidazo[4,5-b]pyridin-5-yl)-2H-1,2,3-triazol-2-yl)acetonitrile NC=1C(=NC=CN1)C1=NC=2C(=NC(=CC2)C2=NN(N=C2)CC#N)N1C1=CC=C(C=C1)CO